C(C)OC(=O)C=1N=C2C(=NC1)N=CN2C(C)C=2C=C1C=C(C=NC1=CC2F)C=2C=NN(C2)C 3-(1-(7-fluoro-3-(1-methyl-1H-4-pyrazolyl)-6-quinolinyl)ethyl)-3H-imidazo[4,5-b]pyrazine-5-carboxylic acid ethyl ester